CC1CNCC1C=1NC=CC1 (3-methyl-4-pyrrolidinyl)pyrrole